hydroxyethyl-acrylurea OCCN(C(=O)N)C(=O)C=C